C(C)(=O)O.C1(C=CC2=CC=CC=C12)=NO 1-indenone oxime acetate